Cl.C1=CC=CC=2C3=CC=CC=C3C(C12)COC(=O)N[C@H]1CNCC[C@H]1C(=O)OCC ethyl (3R,4R)-3-((((9H-fluoren-9-yl)methoxy)carbonyl)amino)piperidine-4-carboxylate hydrochloride